ClC=1C=C(CNCCCCOCCNC2=NC3=C(C4=CN=CC=C24)C=CC(=C3)C=3N=NNN3)C=CC1OC(F)(F)F N-(2-(4-((3-Chloro-4-(trifluoromethoxy)benzyl)amino)butoxy)ethyl)-8-(2H-tetrazol-5-yl)benzo[c][2,6]naphthyridin-5-amine